tris[N,N-bis(tert-butyl)amide] yttrium [Y+3].C(C)(C)(C)[N-]C(C)(C)C.C(C)(C)(C)[N-]C(C)(C)C.C(C)(C)(C)[N-]C(C)(C)C